ClC=1C=C2CCC[C@]3(C2=CC1)CN(C1=C(OC3)C=CC(=C1)C(=O)OC)C[C@H]1[C@@H](CC1)[C@@H](\C=C\CCC)O (S)-METHYL 6'-CHLORO-5-(((1R,2R)-2-((R,E)-1-HYDROXYHEX-2-EN-1-YL)CYCLOBUTYL)METHYL)-3',4,4',5-TETRAHYDRO-2H,2'H-SPIRO[BENZO[B][1,4]OXAZEPINE-3,1'-NAPHTHALENE]-7-CARBOXYLATE